2-(2-fluoroethoxy)isoindoline-1,3-dione FCCON1C(C2=CC=CC=C2C1=O)=O